tert-butyl N-[(E)-3-[4-[[4-[4-[(2,6-dioxo-3-piperidyl)amino]phenyl]-1-piperidyl]methyl]phenyl]allyl]carbamate O=C1NC(CCC1NC1=CC=C(C=C1)C1CCN(CC1)CC1=CC=C(C=C1)/C=C/CNC(OC(C)(C)C)=O)=O